CC=1C=C2C3=C(NC2=CC1N1CCN(CC1)C(=O)OCC1=CC=CC=C1)N=CNC3=O benzyl 4-(6-methyl-4-oxo-4,9-dihydro-3H-pyrimido[4,5-b]indol-7-yl)piperazine-1-carboxylate